(E)-1-[3-(2-Hydroxyphenyl)-2-propenoyl]piperidine OC1=C(C=CC=C1)/C=C/C(=O)N1CCCCC1